4-[(4R,11aS)-2-(8-cyano-5-quinolyl)-4-methyl-1,3,4,6,11,11a-hexahydropyrazino[1,2-b]isoquinolin-9-yl]piperazine-1-carboxylic acid tert-butyl ester C(C)(C)(C)OC(=O)N1CCN(CC1)C1=CC=2C[C@@H]3N(CC2C=C1)[C@@H](CN(C3)C3=C1C=CC=NC1=C(C=C3)C#N)C